BrC=1C=C(C=CC1F)C1=C(C(=NN1C1=CC=CC=C1)C)C1=CC=CC=C1 5-(3-bromo-4-fluorophenyl)-3-methyl-1,4-diphenyl-1H-pyrazole